N-(3-(difluoromethyl)-4-fluorophenyl)-N'-hydroxy-1,2,5-oxadiazole-3-carboxamidine FC(C=1C=C(C=CC1F)NC(=NO)C1=NON=C1)F